CC(CCC=CC(=O)O)CCCCCCCC(=O)O 6-Methyl-tetradecenedioic acid